2,3,6-trimethylphenol sodium hydroxide [OH-].[Na+].CC1=C(C(=CC=C1C)C)O